2,2-difluoropropyl 4-methylbenzenesulfonate CC1=CC=C(C=C1)S(=O)(=O)OCC(C)(F)F